CC1=CC(=NO1)C1(CCN(CC1)C(=O)OC(C)(C)C)C(=O)OC 1-(tert-butyl) 4-methyl 4-(5-methylisoxazol-3-yl)piperidine-1,4-dicarboxylate